Tert-butyl (3R,4R)-3-((5-bromo-1-methyl-1H-pyrazol-4-yl)oxy)-4-hydroxypyrrolidine-1-carboxylate BrC1=C(C=NN1C)O[C@@H]1CN(C[C@H]1O)C(=O)OC(C)(C)C